(S)-3-((3-(ethoxymethyl)-3-(2-(2-methylthiophen-3-yl)ethyl)pyrrolidin-1-yl)methyl)pyridine C(C)OC[C@@]1(CN(CC1)CC=1C=NC=CC1)CCC1=C(SC=C1)C